COC(=O)[C@H]1N(C[C@H](CC1)OS(=O)(=O)C1=CC=C(C=C1)[N+](=O)[O-])C(=O)OC(C)(C)C (2S,5S)-1-(tert-butyloxycarbonyl)-5-(p-nitrobenzenesulfonyloxy)-piperidine-2-carboxylic acid methyl ester